(3R)-3-[8-amino-5-chloro-1-[4-[[4-(trifluoromethyl)-2-pyridinyl]carbamoyl]-phenyl]imidazo[1,5-a]pyrazin-3-yl]piperidine-1-carboxylic acid 2-trimethylsilylethyl ester C[Si](CCOC(=O)N1C[C@@H](CCC1)C1=NC(=C2N1C(=CN=C2N)Cl)C2=CC=C(C=C2)C(NC2=NC=CC(=C2)C(F)(F)F)=O)(C)C